CS[C@@]1([C@H](O)[C@H](O)[C@@H](CO)O1)N1C=NC=2C(NCCC(=C)C)=NC=NC12 methylthio-N6-isopentenyl-adenosine